BrC1=CC=C(C(=O)NC2=CC(=NC=C2I)Cl)C=C1 4-bromo-N-(2-chloro-5-iodopyridin-4-yl)benzamide